NC1=C(C=NN1C(C)(C)CC)C(=O)NCC#CC1=NN2C(C=CC=C2N[C@H]2[C@H](CN(CC2)C)F)=C1CC(CF)(CF)CF 5-amino-N-[3-(7-{[(3S,4R)-3-fluoro-1-methylpiperidin-4-yl]amino}-3-(2,2,2-trifluoromethylethyl)pyrazolo[1,5-a]pyridin-2-yl)prop-2-yn-1-yl]-1-tert-pentyl-1H-pyrazole-4-carboxamide